titanium tantalum strontium [Sr].[Ta].[Ti]